C(=C)C1C2C3C4C=CC(C3C(C1)C2)C4 9-vinyl-tetracyclo[6.2.1.13,6.02,7]dodec-4-ene